C[C@@]12CCC[C@@]([C@H]1CC[C@]34[C@H]2CC[C@H](C3)C(=C)C4)(C)C(=O)O kaurenoate